[C@H]12CN(C[C@H](CC1)N2)C=2C=CC(=C(C(=O)N)C2)C 5-[(1R,5S)-3,8-diazabicyclo[3.2.1]oct-3-yl]-2-methyl-benzamide